C=1C=CN2C1CN(C1=C(C2)C=CC=C1)C(=O)C1=CC=C(C=C1)\N=N\C1=CC=CC=C1 (E)-(5H-benzo[e]pyrrolo[1,2-a][1,4]diazepin-10(11H)-yl)(4-(phenyldiazenyl)phenyl)methanone